C1(CC1)C1=CC=C2C(C(NC2=C1F)=O)(C1=CC=C(C=C1)OC(F)(F)F)C1=CC=C(C=C1)O 6-cyclopropyl-7-fluoro-3-(4-hydroxyphenyl)-3-(4-(trifluoromethoxy)phenyl)indol-2-one